7-methyl-2-(2-(2-methylpyridin-4-yl)tetrahydro-2H-pyran-4-yl)-4-(6-(trifluoromethyl)pyridin-3-yl)pyrido[2,3-d]pyrimidine CC=1C=CC2=C(N=C(N=C2C=2C=NC(=CC2)C(F)(F)F)C2CC(OCC2)C2=CC(=NC=C2)C)N1